C(=O)OC=1C=C2N=C(C=NC2=CC1C1=CC2=C(N=N1)N(C=C2)[C@@H]2[C@@H](C(NC(C2)(C)C)(C)C)F)OC 7-{7-[(3S,4S)-3-fluoro-2,2,6,6-tetramethylpiperidin-4-yl]-7H-pyrrolo[2,3-c]pyridazin-3-yl}-3-methoxyquinoxalin-6-ol formate